8-(4-(benzyloxy)phenyl)-6-(1,2,3,6-tetrahydropyridin-4-yl)-9H-purine C(C1=CC=CC=C1)OC1=CC=C(C=C1)C=1NC2=NC=NC(=C2N1)C=1CCNCC1